CC(C(=O)OCC(COC(C(CCCCCC)C)=O)OC(CCCN(CCCC(=O)OC(COC(C(CCCCCC)C)=O)COC(C(CCCCCC)C)=O)CCCCCN(C)C)=O)CCCCCC [2-[4-[5-(dimethylamino) pentyl-[4-[2-(2-methyloctanoyloxy)-1-(2-methyloctanoyloxy methyl) ethoxy]-4-oxo-butyl] amino] butanoyloxy]-3-(2-methyloctanoyloxy) propyl] 2-methyloctanoate